5-[bis(4-methoxybenzyl)aminocarbonyloxy]dimethylaminobenzylamine COC1=CC=C(CN(C(=O)OC=2C=CC=C(CNN(C)C)C2)CC2=CC=C(C=C2)OC)C=C1